S(SC[C@@H](C(=O)O)NC)C[C@@H](C(=O)O)NC (2R,2'R)-3,3'-disulfanediylbis(2-(methylamino)propanoic acid)